COC(C(C)(C)C1=CC=C(C=C1)CCI)=O 2-(4-(2-iodoethyl)phenyl)-2-methylpropanoic acid methyl ester